C[C@@]12OC3=CC(=CC(=C3[C@@H]([C@@](CC1)(C(=C)C)C)C2)O)CCC (1R,9R,12R)-9,12-Dimethyl-12-prop-1-en-2-yl-5-propyl-8-oxatricyclo[7.3.1.02,7]trideca-2,4,6-trien-3-ol